ClC(CCC(=O)NN)=C(C1=CC=CC=C1)C1=CC=CC=C1 4-chloro-N'-(diphenylmethylene)butyryl-hydrazine